(1-(6-fluoro-1-methyl-[1,2,4]triazolo[4,3-a]quinazolin-5-yl)-2,3,4,5-tetrahydro-1H-benzo[b]azepin-6-yl)-2-methylbut-3-yn-2-ol FC1=C2C(=NC=3N(C2=CC=C1)C(=NN3)C)N3C1=C(CCCC3)C(=CC=C1)CC(C#C)(O)C